NC=1C=C(C(=C(C1)C(C)NC1=CC(=NC2=CC=C(C=C12)C=1CC=NCC1)C)F)C 4-(4-((1-(5-amino-2-fluoro-3-methylphenyl)ethyl)amino)-2-methylquinolin-6-yl)-3,6-dihydropyridin